O=C1C=CC(=CN1S(=O)(=O)C1=CC(=CC=C1)C(NCC#C)=O)C(=O)NCCCCCCC(=O)OC(C)(C)C tert-butyl 7-(6-oxo-1-((3-(prop-2-yn-1-ylcarbamoyl)phenyl)sulfonyl)-1,6-dihydropyridine-3-carboxamido)heptanoate